N1C=CC=2C1=NC=C(C2)OC2=C(C(=O)OC)C=CC(=C2)N2CCN(CC2)CC2=C(CCC(C2)(C)C)C2=CC=C(C=C2)Cl Methyl 2-(1H-pyrrolo[2,3-b]pyridin-5-yloxy)-4-(4-((2-(4-chlorophenyl)-5,5-dimethylcyclohex-1-enyl)methyl)piperazin-1-yl)benzoate